C12CN(CC(CC1)N2)C=2OC1=C(N2)C(=C(C=C1C=1SC=CN1)C(C)O)C(F)(F)F 1-(2-(3,8-diazabicyclo[3.2.1]octan-3-yl)-7-(thiazol-2-yl)-4-(trifluoromethyl)benzo[d]oxazol-5-yl)ethan-1-ol